F[C@@H](C1(COC1)C=1C=C(C=CC1)N1C(C2=CC(=CC(=C2C1)C(F)(F)F)CN1[C@H](CCC1)COC)=O)C1=NN=CN1C 2-(3-(3-((S)-fluoro(4-methyl-4H-1,2,4-triazol-3-yl)methyl)oxetan-3-yl)phenyl)-6-(((R)-2-(methoxymethyl)pyrrolidin-1-yl)methyl)-4-(trifluoromethyl)isoindolin-1-one